(3aS,4R,6aR)-4-(4-boronobutyl)-1-((1-(pivaloyloxy)ethoxy)carbonyl)octahydropyrrolo[2,3-c]pyrrole-4-carboxylic acid hydrochloride Cl.B(O)(O)CCCC[C@@]1([C@@H]2[C@H](CN1)N(CC2)C(=O)OC(C)OC(C(C)(C)C)=O)C(=O)O